1,3-dibromohexafluoropropane BrC(C(C(Br)(F)F)(F)F)(F)F